S=C1N(CC2=C(C=CC=C12)CN1CCC(CC1)C1=CC(=CC=C1)C(F)(F)F)C1C(NC(CC1)=O)=O 3-(1-thioxo-4-((4-(3-(trifluoromethyl)phenyl)piperidin-1-yl)methyl)isoindolin-2-yl)piperidine-2,6-dione